C(CCCCCCC\C=C/CCCCCCCC)NCCCCCCCC\C=C/CCCCCCCC di(oleyl)amine